Cis-N-(3-Chloro-4-fluorophenyl)-2-methyl-5-(5-phenyl-1,3,4-thiadiazol-2-yl)-1,2,6-thiadiazinane-3-carboxamide 1,1-dioxide ClC=1C=C(C=CC1F)NC(=O)[C@@H]1N(S(N[C@@H](C1)C=1SC(=NN1)C1=CC=CC=C1)(=O)=O)C